FC(C(=O)O)(F)F.C[C@H]1NC[C@@H]1O (2R,3S)-2-Methylazetidin-3-ol trifluoroacetate salt